OCC1=C(C2=CC=CC=C2C(=C1)C)C1=C(C=O)C=CC=C1 2-(2-(hydroxymethyl)-4-methylnaphthalen-1-yl)benzaldehyde